FC(C(=O)O)(F)F.O=C1N(CC2=C3C(=CC=C12)C1(CCNCC1)CO3)C3C(NC(CC3)=O)=O 3-(6-oxo-6,8-dihydro-2H,7H-spiro[furo[2,3-e]isoindole-3,4'-piperidin]-7-yl)piperidine-2,6-dione trifluoroacetate salt